(2S)-3-[3-(tert-Butylcarbamoylamino)phenyl]-2-[(3R)-pyrrolidin-3-yl]propanoic acid C(C)(C)(C)NC(=O)NC=1C=C(C=CC1)C[C@H](C(=O)O)[C@@H]1CNCC1